OC(C)(O)OC[C@H](N)C(=O)O O-(1,1-dihydroxyethyl)-L-serine